C(CCCCC(=O)O)(=O)O.C(CCCCN)N pentylenediamine adipic acid salt